(1s,4s)-4-(4-bromo-6-(3-(dimethylamino)propylamino)-1-oxoisoindolin-2-yl)-N-(3-methoxy-4-methylphenyl)cyclohexanecarboxamide BrC1=C2CN(C(C2=CC(=C1)NCCCN(C)C)=O)C1CCC(CC1)C(=O)NC1=CC(=C(C=C1)C)OC